FC1=CC=C(C=C1)[C@@H]1N(CCC2=CC=CC=C12)C(=O)N1CCN(CCC1)C (S)-(1-(4-fluorophenyl)-3,4-dihydroisoquinolin-2(1H)-yl)(4-methyl-1,4-diazepan-1-yl)methanone